tripropenyl-amine C(=CC)N(C=CC)C=CC